C(CCCCCCCCC(=O)[O-])(=O)OF perfluoro sebacate